CC1=CC(=NC=C1OC(F)(F)F)N1CC(C1)O 1-(4-methyl-5-(trifluoromethoxy)pyridin-2-yl)azetidin-3-ol